C(C#C)OC1=CC=CC=C1 4-propargyloxybenzene